3-(methoxymethoxy)-8-(2-triisopropylsilylethynyl)naphthalen-1-ol COCOC=1C=C(C2=C(C=CC=C2C1)C#C[Si](C(C)C)(C(C)C)C(C)C)O